N[C@H](C(=O)N1[C@H](C[C@@H](C1)O)C(=O)N[C@@H](C)C1=CC=C(C=C1)C1=C(N=CS1)C)C(C)(C)C (2R,4S)-1-((S)-2-amino-3,3-dimethylbutyryl)-4-hydroxy-N-((S)-1-(4-(4-methylthiazol-5-yl)phenyl)ethyl)pyrrolidine-2-carboxamide